3-methyl-5-oxo-1-(4-(trifluoromethoxy) phenyl)-4,5-dihydro-1H-pyrazole-4-carboxylate CC1=NN(C(C1C(=O)[O-])=O)C1=CC=C(C=C1)OC(F)(F)F